N1(CCCCC1)CC1=CC=C(C=C)C=C1 4-(1-piperidinyl)methylstyrene